2-(2-(2-(2-aminoethoxy)ethoxy)ethoxy)-N-(2-(2,6-dioxopiperidin-3-yl)-1-oxoisoindolin-5-yl)acetamide NCCOCCOCCOCC(=O)NC=1C=C2CN(C(C2=CC1)=O)C1C(NC(CC1)=O)=O